C1(=CC=CC2=CC=CC=C12)N=NN(CCO)CCO 1-(α-naphthyl)-3,3-di(2-hydroxyethyl)-triazene